tert-butyl(1-(3'-(benzyloxy)-2-hydroxy-4',6-dimethoxy-[1,1'-biphenyl]-4-yl)piperidin-4-yl)carbamate C(C)(C)(C)OC(NC1CCN(CC1)C1=CC(=C(C(=C1)OC)C1=CC(=C(C=C1)OC)OCC1=CC=CC=C1)O)=O